4-[(1S)-1-[[4-[2-[3-Methoxyphenoxy]ethylamino]tetrahydropyran-4-carbonyl]amino]ethyl]benzoic acid, hydrochloride Cl.COC=1C=C(OCCNC2(CCOCC2)C(=O)N[C@@H](C)C2=CC=C(C(=O)O)C=C2)C=CC1